CN1CC(C1)C1=NC(=NN2C1=C(C=C2)C=2C=C1C=CC=NC1=CC2)N (1-methylazetidin-3-yl)-5-(quinolin-6-yl)pyrrolo[2,1-f][1,2,4]triazin-2-amine